N-[3-chloro-4-(4-piperazin-1-ylsulfonylpiperidine-1-carbonyl)phenyl]-5-(2,3-difluoro-4-methoxy-phenyl)-1-methyl-imidazole-2-carboxamide ClC=1C=C(C=CC1C(=O)N1CCC(CC1)S(=O)(=O)N1CCNCC1)NC(=O)C=1N(C(=CN1)C1=C(C(=C(C=C1)OC)F)F)C